(S)-2-((6-((4-cyano-2-fluorobenzyl)oxy)-2'-oxo-[2,4'-bipyridine]-1'(2'H)-yl)methyl)-7-fluoro-1-(oxetan-2-ylmethyl)-1H-benzo[d]imidazole-6-carboxylic acid C(#N)C1=CC(=C(COC2=CC=CC(=N2)C2=CC(N(C=C2)CC2=NC3=C(N2C[C@H]2OCC2)C(=C(C=C3)C(=O)O)F)=O)C=C1)F